4-(5-chloro-2-methoxyphenyl)-N-(6-(5-(2-hydroxyprop-2-yl)pyridin-2-yl)thiazolo[4,5-b]pyrazin-2-yl)-6-methylpyridine-3-carboxamide ClC=1C=CC(=C(C1)C1=C(C=NC(=C1)C)C(=O)NC=1SC=2C(=NC=C(N2)C2=NC=C(C=C2)C(C)(C)O)N1)OC